C(CCCCCCCCC)(=O)OC1=CC=C(C2=CC=CC=C12)OC(CCCCCCCCC)=O 1,4-bis(n-decanoyloxy)naphthalene